methyl (E)-4-((2-(3-((4R)-2-(4-methoxyphenyl)-5,5-dimethyl-1,3-dioxane-4-carboxamido)propanamido)ethyl)thio)-4-oxobut-2-enoate COC1=CC=C(C=C1)C1OCC([C@@H](O1)C(=O)NCCC(=O)NCCSC(/C=C/C(=O)OC)=O)(C)C